ClC(C1=NC(=NC(=N1)C1=CC=C(C2=CC=CC=C12)OC)C(Cl)(Cl)Cl)(Cl)Cl 2,6-bis(trichloromethyl)-4-(4-methoxynaphthalen-1-yl)1,3,5-triazine